ClC1=NC=CC=C1NC(C1=CC=CC=C1)=O N-(2-chloropyridin-3-yl)benzamide